4,5-Dinitro-10-nitroso-10-aza-tricyclo[6.3.1.02,7]dodeca-2,4,6-triene [N+](=O)([O-])C=1C=C2C3CN(CC(C2=CC1[N+](=O)[O-])C3)N=O